[Br-].N1=CC=CC=C1 pyridine bromide